2-(2,3-dichlorophenyl)pyrrolidine hydrochloride Cl.ClC1=C(C=CC=C1Cl)C1NCCC1